1-ethynyl-cyclohexanol C(#C)C1(CCCCC1)O